4-(4-(3-(9-fluoro-6,7,8,9,10,11-hexahydro-5H-5,9:7,11-dimethanobenzo[9]annulen-7-yl)ureido)piperidin-1-yl)benzoic acid FC12CC3(CC(C4=C(C(C1)C3)C=CC=C4)C2)NC(NC2CCN(CC2)C2=CC=C(C(=O)O)C=C2)=O